methyl 2-methyl-2-[18,30,32-trimethyl-20-oxo-14-oxa-8,9,10,21-tetrazahexacyclo[19.5.3.216,19.13,7.06,10.024,28]dotriaconta-1(27),3(32),4,6,8,16,18,24(28),25,30-decaen-2-yl]propanoate CC(C(=O)OC)(C)C1C=2C=CC=3CCN(C(C4=C(C=C(COCCCN5N=NC6=C5C=CC1=C6C)C=C4C)C)=O)CC3C2